CC1(CCN(CC1)CC=1N=NN(C1)[C@H](C(=O)N1[C@@H](C[C@H](C1)O)C(=O)NC)C(C)(C)C)C (2S,4r)-1-[(2S)-2-[4-[(4,4-dimethyl-1-piperidinyl)methyl]triazol-1-yl]-3,3-dimethyl-butyryl]-4-hydroxy-N-methyl-pyrrolidine-2-carboxamide